6-(4-methoxyphenyl)-8-nitro-3-(1H-tetrazol-5-yl)-2H-chromen-2-one COC1=CC=C(C=C1)C=1C=C2C=C(C(OC2=C(C1)[N+](=O)[O-])=O)C1=NN=NN1